CC(=CCSC1=CC(OC1)=O)C 4-[(3-methyl-2-butenyl)thio]furan-2(5H)-one